CSC=1N=CC2=C(N(C(OC2)=O)CCOCCOCCOCCOCCNS(=O)(=O)C2=CC=C(C=C2)[N+](=O)[O-])N1 N-[2-[2-[2-[2-[2-(7-methylsulfanyl-2-oxo-4H-pyrimido[4,5-d][1,3]oxazin-1-yl)ethoxy]ethoxy]ethoxy]ethoxy]ethyl]-4-nitro-benzenesulfonamide